C(N)(=O)C1=NN(C=N1)CCN(C(OC(C)(C)C)=O)CCO tert-Butyl 2-(3-carbamoyl-1H-1,2,4-triazol-1-yl)ethyl(2-hydroxyethyl)carbamate